N-{[(4R)-4-cyclopropyl-2,5-dioxoimidazolidin-4-yl]methyl}-4'-ethyl-5-fluoro[biphenyl]-2-carboxamide C1(CC1)[C@@]1(NC(NC1=O)=O)CNC(=O)C=1C(=CC(=CC1)F)C1=CC=C(C=C1)CC